FC=1C(=NC(=NC1)N)C=1C=C(C2=C(N(C(=N2)C)C(C)C)C1)F 5-fluoro-4-[4-fluoro-2-methyl-1-isopropyl-1H-benzimidazol-6-yl]-2-pyrimidamine